N-Bocbutanediamine C(=O)(OC(C)(C)C)NC(CCC)N